(2S)-1-{[2-(2-methylbiphenyl-3-yl)-1,3-benzothiazol-5-yl]methyl}piperidine-2-carboxylic acid CC1=C(C=CC=C1C=1SC2=C(N1)C=C(C=C2)CN2[C@@H](CCCC2)C(=O)O)C2=CC=CC=C2